C12(CC(C1)C2)NC(CN2C(C(=CC=C2)NC([C@H](CCC(C(=O)NC)=O)NC(=O)C2=NC=NS2)=O)=O)=O (S)-N1-(1-(2-(Bicyclo[1.1.1]pentan-1-ylamino)-2-oxoethyl)-2-oxo-1,2-dihydropyridin-3-yl)-N6-methyl-5-oxo-2-(1,2,4-thiadiazol-5-carboxamido)hexanediamid